CC=1C=C(C(=O)O)C=C(C1)C=1C=NC=CC1C 3-Methyl-5-(4-methylpyridin-3-yl)benzoic acid